((3s,4s)-1-(1,5-dimethyl-1H-imidazol-2-yl)-4-fluoropyrrolidin-3-yl)carbamic acid tert-butyl ester C(C)(C)(C)OC(N[C@H]1CN(C[C@@H]1F)C=1N(C(=CN1)C)C)=O